O=C1OCCN1 (5R)-2-oxo-1,3-oxazolidin